ethyl 1,3-benzothiazole-2-carboxylate S1C(=NC2=C1C=CC=C2)C(=O)OCC